4-Chloro-5-methyl-7-(trifluoromethyl)quinoline ClC1=CC=NC2=CC(=CC(=C12)C)C(F)(F)F